CN1C=C([C@]2([C@H](O)[C@H](O)[C@@H](CO)O2)CCC(C(=O)O)N)C(NC1=O)=O 1-methyl-(3-amino-3-carboxypropyl)pseudouridine